tert-Butyl 2-amino-3-(4-methylbenzo[d]oxazol-2-yl)-4,5-dihydrothieno[2,3-c]pyridine-6(7H)-carboxylate NC1=C(C2=C(CN(CC2)C(=O)OC(C)(C)C)S1)C=1OC2=C(N1)C(=CC=C2)C